COC=1C=C2CCNC(C2=CC1)CN 1-(6-methoxy-1,2,3,4-tetrahydroisoquinolin-1-yl)methanamine